1-(4-amino-7-(4-(2-aminoethyl)benzyl)-2-(pentan-2-yl)-1H-imidazo[4,5-c]quinolin-1-yl)-2-methylpropan-2-ol NC1=NC=2C=C(C=CC2C2=C1N=C(N2CC(C)(O)C)C(C)CCC)CC2=CC=C(C=C2)CCN